N-(1H-indol-5-yl)-5-(3,4,5-trimethoxyphenyl)-[1,2,4]triazolo[1,5-c]pyrimidin-2-amine N1C=CC2=CC(=CC=C12)NC1=NN2C(=NC=CC2=N1)C1=CC(=C(C(=C1)OC)OC)OC